CC1(OB(OC1(C)C)N1CCC=CC1)C 4,4,5,5-tetramethyl-1,3,2-dioxaborolan-2-yl-1,2,3,6-tetrahydropyridine